C1(=CC=CC=C1)C(C1=C(C=CC=2C3=CC=C(C=C3CC12)C(C)(C)C)C(C)(C)C)(C1C=CC=C1)C1=CC=CC=C1 1,1-diphenyl-1-cyclopentadienyl-1-(2,7-di-tert-butylfluorenyl)methane